(R)-1-(4-(4-(4-(((1-(2-chlorophenyl)ethoxy)carbonyl)amino)-3-methylisoxazol-5-yl)piperidin-1-yl)phenyl)cyclopropane-1-carboxylic acid ClC1=C(C=CC=C1)[C@@H](C)OC(=O)NC=1C(=NOC1C1CCN(CC1)C1=CC=C(C=C1)C1(CC1)C(=O)O)C